FC(C(=O)O)(F)F.ClC=1C=C(C=C(C1)Cl)N1CCC(CC1)SC=1N=NNC1C(=O)O 4-((1-(3,5-dichlorophenyl)piperidin-4-yl)thio)-1H-1,2,3-triazole-5-carboxylic acid 2,2,2-trifluoroacetate